2-chloro-4-((1-methyl-3-((2-methyltetrahydrofuran-3-yl)methyl)-2-oxo-2,3-dihydro-1H-benzo[d]imidazol-5-yl)amino)nicotinonitrile ClC1=C(C#N)C(=CC=N1)NC1=CC2=C(N(C(N2CC2C(OCC2)C)=O)C)C=C1